OC[C@H](O)[C@@H](O)C(=O)[C@H](O)C 6-desoxy-D-xylo-4-hexulose